S1N=CC=N1 1,2,5-Thiadiazol